6-(difluoromethyl)-5,6-dihydroimidazo[1,2-a]pyrazine-2-carbaldehyde FC(C1N=CC=2N(C1)C=C(N2)C=O)F